methylpyrrole CN1C=CC=C1